NC=1C(NC2=C(C=C(C=C2C1C1=C2C=NNC2=C(C=C1)Cl)Cl)C=C)=O 3-amino-6-chloro-4-(7-chloro-1H-indazol-4-yl)-8-ethenyl-1H-quinolin-2-one